CN1C=C(CC2=CN=CC=C12)C(=O)N methyl-1,4-dihydro-1,6-naphthyridine-3-carboxamide